BrC1=C(C(=C(C=C1)N1CCN(CC1)C(=O)OC(C)(C)C)F)F Tert-butyl 4-(4-bromo-2,3-difluorophenyl)piperazine-1-carboxylate